tert-butyl (5-(((2-(dibutylamino)ethyl)amino)methyl)pyridin-2-yl)carbamate C(CCC)N(CCNCC=1C=CC(=NC1)NC(OC(C)(C)C)=O)CCCC